3-fluoro-4-{[(6-{1-[5-(1H-1,2,3,4-tetrazol-5-yl)pyridine-2-carbonyl]piperidin-4-yl}pyridin-2-yl)oxy]methyl}benzonitrile FC=1C=C(C#N)C=CC1COC1=NC(=CC=C1)C1CCN(CC1)C(=O)C1=NC=C(C=C1)C1=NN=NN1